C1(CC1)C1=NN(C=C1)C=1N(C(=C(N1)N1CC2=NC=C(C=C2C1=O)C(F)(F)F)S(=O)(=O)CC)C 6-[2-(3-cyclopropylpyrazol-1-yl)-5-ethylsulfonyl-1-methyl-imidazol-4-yl]-3-(trifluoromethyl)-7H-pyrrolo[3,4-b]pyridin-5-one